C(C1=CC=CC=C1)C12CCCC2O1 benzyl-6-oxabicyclo[3.1.0]hexane